phosphonic acid 2,2-dimethyl-1,3-propanediyl ester CC1(COP(OC1)=O)C